(R)-6-(2-(3-chlorophenyl)-2-hydroxyacetyl)-2-(1-(2-chlorophenyl)cyclopropyl)-5,6,7,8-tetrahydropyrido[4,3-d]pyrimidin-4(3H)-one ClC=1C=C(C=CC1)[C@H](C(=O)N1CC2=C(N=C(NC2=O)C2(CC2)C2=C(C=CC=C2)Cl)CC1)O